C(C)(C)(C)NC/C=C/C(=O)NC1=C(C=C(C=C1F)C(=O)C1=CC=C2C(=CC=CN12)C1=C(C2=C(N(C(=N2)C)C)C=C1C(F)(F)F)OC)F (E)-4-(tert-butylamino)-N-(2,6-difluoro-4-(8-(4-methoxy-1,2-dimethyl-6-(trifluoromethyl)-1H-benzo[d]imidazol-5-yl)indolizine-3-carbonyl)phenyl)but-2-enamide